2-(2-pyrrolyl)ethylamine N1C(=CC=C1)CCN